{4-[(piperidin-1-yl)methyl]phenyl}methanol hydrochloride Cl.N1(CCCCC1)CC1=CC=C(C=C1)CO